(S)-6-(2,4,5-trifluorophenyl)-3-(1-(6-ethoxy-5-methoxypyridin-2-yl)-2-(methylsulfonyl)ethyl)-7-methyl-1H-imidazo[4,5-b]pyridin-2(3H)-one FC1=C(C=C(C(=C1)F)F)C=1C(=C2C(=NC1)N(C(N2)=O)[C@H](CS(=O)(=O)C)C2=NC(=C(C=C2)OC)OCC)C